CC1C=CC(C)=CC=1 p-xyLene